N4-(2-fluoro-5-nitrophenyl)-N2-(1-methyl-1H-pyrazol-4-yl)-6-(trifluoromethyl)quinazoline-2,4-diamine FC1=C(C=C(C=C1)[N+](=O)[O-])NC1=NC(=NC2=CC=C(C=C12)C(F)(F)F)NC=1C=NN(C1)C